4-(4-(4-(benzo[d]thiazol-5-ylamino)quinolin-6-yl)-3-fluorobenzyl)piperazin-2-one S1C=NC2=C1C=CC(=C2)NC2=CC=NC1=CC=C(C=C21)C2=C(C=C(CN1CC(NCC1)=O)C=C2)F